F[C@@H](C(=O)NC1=C(C=C(C=C1)NCC1=CC=C(C=C1)C(F)(F)F)NC)[C@H](CCCC)F (2S,3S)-2,3-difluoro-N-(2-(methylamino)-4-((4-(trifluoromethyl)benzyl)amino)phenyl)heptanamide